N-(N-((8-fluoro-1,2,3,5,6,7-hexahydro-s-indacen-4-yl)carbamoyl)-6,7-dihydro-5H-pyrazolo[5,1-b][1,3]oxazine-3-sulfonimidoyl)acetamide FC=1C=2CCCC2C(=C2CCCC12)NC(=O)N=S(=O)(C=1C=NN2C1OCCC2)NC(C)=O